N1(CCCCC1)C1CCN(CC1)C([C@@H](CC=1C=C2C=NNC2=C(C1)C)NC(=O)N1CCC(CC1)C1=CC2=C(NC1=O)SCC2)=O (R)-N-(1-([1,4'-bipiperidinyl]-1'-yl)-3-(7-methyl-1H-indazol-5-yl)-1-oxopropan-2-yl)-4-(6-oxo-2,3,6,7-tetrahydrothieno[2,3-b]pyridin-5-yl)piperidine-1-carboxamide